1,3-dimethyl-1H-quinazoline-2,4-dione CN1C(N(C(C2=CC=CC=C12)=O)C)=O